N,N'-dimethylpropyleneurea CN1CCCN(C1=O)C